ClC1=C2C(=NC=C1)C=C(S2)C2=CC=C(C=N2)CN(C(OC(C)(C)C)=O)CCOC t-butyl {[6-(7-chlorothieno[3,2-b]pyridin-2-yl)pyridin-3-yl]methyl}(2-methoxyethyl)carbamate